3-((tert-butyldiphenylsilyl)oxy)bicyclo[3.1.0]hexane-6-carboxylic acid [Si](C1=CC=CC=C1)(C1=CC=CC=C1)(C(C)(C)C)OC1CC2C(C2C1)C(=O)O